FC=1C=C(C=C(C1CO)F)B(O)O (3,5-difluoro-4-(hydroxymethyl)phenyl)boronic acid